C(C)N(C(C1=C(C=CC(=C1)F)OC=1C(=NC=NC1)N1C[C@H](CC1)NC[C@@H]1CC[C@@H](CC1)NS(=O)(=O)C)=O)C(C)C N-ethyl-5-fluoro-N-isopropyl-2-((4-((S)-3-(((cis-4-(methylsulfonamido)cyclohexyl)methyl)amino)pyrrolidin-1-yl)pyrimidin-5-yl)oxy)benzamide